3-isopropyl-3-azabicyclo[3.1.0]Hexane C(C)(C)N1CC2CC2C1